C1(CC1)N1N=C(C2=C(C1=O)C(=C(C(N2C)=O)C)NC2=C(C=C(C=C2)I)F)C=2C=C(C=CC2)N=[S@@](=O)(NC)C (R)-N'-(3-(6-Cyclopropyl-4-((2-fluoro-4-iodophenyl)amino)-1,3-dimethyl-2,5-dioxo-1,2,5,6-tetrahydropyrido[2,3-d]pyridazin-8-yl)phenyl)-N-methylmethanesulfonimidamide